ClC1=CC2=C(C=N1)C(OC2(C)COC)=O 6-chloro-1-(methoxymethyl)-1-methyl-3H-furo[3,4-c]pyridin-3-one